N[C@H](C1=NC2=C(N1)C=CC(=C2F)C2C(COC2)C(=O)OC)C2CCCC2 Methyl 4-{2-[(S)-amino(cyclopentyl)methyl]-4-fluoro-1H-benzimidazol-5-yl}-tetrahydrofuran-3-carboxylate